FCCN1[C@@H](CCC1)C1CCN(CC1)C1CC2(C1)CN(CC2)C(=O)OCC ethyl (S)-2-(4-(1-(2-fluoroethyl)pyrrolidin-2-yl)piperidin-1-yl)-6-azaspiro[3.4]octane-6-carboxylate